COC1=CC=C(C=C1)N(C(CCC1=CC=C(C=C1)C(F)(F)F)=O)C N-(4-methoxyphenyl)-N-methyl-3-(4-trifluoromethylphenyl)propanamide